C(C)OC(=C)C1=CC=CN=N1 6-(1-ethoxyvinyl)pyridazin